N-(4-iodophenyl)-5-{2-[(4-iodophenyl)carbamoyl]-1,3-dioxo-2,3-dihydro-1H-indene-5-carbonyl}-1,3-dioxo-2,3-dihydro-1H-indene-2-carboxamide IC1=CC=C(C=C1)NC(=O)C1C(C2=CC=C(C=C2C1=O)C(=O)C=1C=C2C(C(C(C2=CC1)=O)C(NC1=CC=C(C=C1)I)=O)=O)=O